Kalium arsenit [As]([O-])([O-])[O-].[K+].[K+].[K+]